6,8-difluoro-2-(((2R,7aS)-2-fluorotetrahydro-1H-pyrrolizin-7a(5H)-yl)methoxy)-7-(3-methyl-5-(trifluoromethyl)-1H-pyrazolo[3,4-b]pyridin-4-yl)quinazoline FC=1C=C2C=NC(=NC2=C(C1C1=C2C(=NC=C1C(F)(F)F)NN=C2C)F)OC[C@]21CCCN1C[C@@H](C2)F